6-Aza-tricyclo[3.2.1.0*2,4*]octane-6,7-dicarboxylic acid 6-tert-butylester C(C)(C)(C)OC(=O)N1C2C3CC3C(C1C(=O)O)C2